1,2-bis(3-carbomethoxy-2-thioureido)benzene C(=O)(OC)NC(NC1=C(C=CC=C1)NC(=S)NC(=O)OC)=S